ClC1=C2C(=NC=3C=C(C(=CC13)OC)OCCCN(C)C)CCC2 [3-({9-chloro-7-methoxy-1H,2H,3H-cyclopenta[b]quinolin-6-yl}oxy)propyl]dimethylamine